2-(1,7-dimethyl-1H-indazol-5-yl)-7-(piperidin-4-yl)-4H-pyrido[1,2-a]pyrimidin-4-one CN1N=CC2=CC(=CC(=C12)C)C=1N=C2N(C(C1)=O)C=C(C=C2)C2CCNCC2